1-[(2,4-difluorophenyl)methyl]-3-{[4-(2-fluoroethoxy)phenyl]methyl}-1-(1-methylpiperidin-4-yl)urea FC1=C(C=CC(=C1)F)CN(C(=O)NCC1=CC=C(C=C1)OCCF)C1CCN(CC1)C